2,6-bis[(4-hydroxy-3-methylphenyl)methyl]-4-cyclohexylphenol OC1=C(C=C(C=C1)CC1=C(C(=CC(=C1)C1CCCCC1)CC1=CC(=C(C=C1)O)C)O)C